2-bromoethyl acrylate diselenide C(C1C[Se]1)(=[O+][Se-])OCCBr